C(C)(C)(C)OC(=O)NCC#CC1=CC=C(C=N1)C1=CC=C(OC[C@H](C(=O)OC(C)(C)C)O)C=C1 (R)-tert-butyl 3-(4-(6-(3-((tert-butoxycarbonyl)-amino) prop-1-yn-1-yl) pyridin-3-yl) phenoxy)-2-hydroxypropionate